C12CN(CC(N1)C2)C2=CC=C1C(=NN(C1=C2)C)N2C(NC(CC2)=O)=O (6-(3,6-diazabicyclo[3.1.1]heptan-3-yl)-1-methyl-1H-indazol-3-yl)dihydropyrimidine-2,4(1H,3H)-dione